2-(2-(aziridin-1-yl)ethoxy)-5-((3S,5R)-3,5-dimethylpiperazin-1-yl)-N-(7-fluoro-2-methyl-2H-indazol-5-yl)quinazoline-8-carboxamide N1(CC1)CCOC1=NC2=C(C=CC(=C2C=N1)N1C[C@@H](N[C@@H](C1)C)C)C(=O)NC1=CC2=CN(N=C2C(=C1)F)C